OCCNC1=C(N=C2N1C=CC=C2)C=2OC1=C(C2)C=C(C=C1)O 2-{3-[(2-hydroxyethyl)amino]imidazo[1,2-a]pyridin-2-yl}-1-benzofuran-5-ol